FC1=CC=C(C=C1)/C=C/C1=CC=C(C=C1)O (E)-4-(4-fluorophenylvinyl)phenol